OC1=CC=C2CC(NCC2=C1)C(=O)N[C@@H](C(C)C)CN1C[C@@H]([C@](CC1)(C)C1=CC(=CC=C1)O)C 7-Hydroxy-N-[(1S)-1-{[(3R,4R)-4-(3-hydroxyphenyl)-3,4-dimethyl-1-piperidinyl]methyl}-2-methylpropyl]-1,2,3,4-tetrahydro-3-isoquinolinecarboxamide